N-benzyl-o-cyanopyridinium bromide [Br-].C(C1=CC=CC=C1)[N+]1=C(C=CC=C1)C#N